2,2-bis(azidomethyl)propane N(=[N+]=[N-])CC(C)(C)CN=[N+]=[N-]